6-(3-(4,4-difluoropiperidine-1-carbonyl)quinolin-8-yl)isoquinolin-1(2H)-one FC1(CCN(CC1)C(=O)C=1C=NC2=C(C=CC=C2C1)C=1C=C2C=CNC(C2=CC1)=O)F